α-glucuronic acid O[C@@H]1[C@H](O)[C@@H](O)[C@H](O)[C@H](O1)C(=O)O